C(C)(C)(C)OC(=O)N1C[C@H]([C@H](CC1)C(=O)O)CO[Si](C)(C)C(C)(C)C (cis)-1-(tert-butoxycarbonyl)-3-(((tert-butyldimethylsilyl)oxy)methyl)piperidine-4-carboxylic acid